(R)-N-(4-(1-(1-((4-chloro-2-fluorophenyl)methyl-d2)-2-oxopyrrolidin-3-yl)piperidin-4-yl)phenyl)methanesulfonamide ClC1=CC(=C(C=C1)C(N1C([C@@H](CC1)N1CCC(CC1)C1=CC=C(C=C1)NS(=O)(=O)C)=O)([2H])[2H])F